FC1(C(C(=CC=C1)NC1=CC(=NC=C1C(CC)=O)NC(=O)C1CC1)OC)C1=NN(N=C1)C N-(4-((3-fluoro-2-methoxy-3-(2-methyl-2H-1,2,3-triazol-4-yl)phenyl)amino)-5-propionylpyridin-2-yl)cyclopropanecarboxamide